FC(C=1C=C(C=CC1)S(=O)(=N)C1=CC(=CC=C1)C(F)F)F bis(3-(difluoromethyl)phenyl)(imino)-λ6-sulfanone